NC(CC[C@@H](CNC1=C(C(=CC=C1)Br)F)NC(OC(C)(C)C)=O)=O Tert-butyl (S)-(5-amino-1-((3-bromo-2-fluorophenyl)amino)-5-oxopentan-2-yl)carbamate